1-(2-amino-5-(6-methoxypyridin-3-yl)phenyl)ethan-1-one NC1=C(C=C(C=C1)C=1C=NC(=CC1)OC)C(C)=O